3,5-dibenzyl-imidazole tert-Butyl-4-(3-chloro-2-fluorophenyl)piperazine-1-carboxylate C(C)(C)(C)OC(=O)N1CCN(CC1)C1=C(C(=CC=C1)Cl)F.C(C1=CC=CC=C1)N1C=NC(=C1)CC1=CC=CC=C1